N1=C(C=CC(=C1)N1C=CC2=CC=CC=C12)C1=NC=CC=C1 1-([2,2'-bipyridin]-5-yl)-1H-indole